COC([C@H](C)NP(OC[C@]1(O[C@H]([C@@H]([C@@H]1OC(C(C)C)=O)OC(C(C)C)=O)C1=CC=C2C(=NC=NN21)N)C#N)([O-])=O)=O ((2R,3S,4S,5S)-5-(4-aminopyrrolo[2,1-f][1,2,4]triazin-7-yl)-2-cyano-3,4-bis(isobutyryloxy)tetrahydrofuran-2-yl)methyl ((S)-1-methoxy-1-oxopropan-2-yl)phosphoramidate